C1(=CC=CC=C1)S(=O)(=O)N1C=CC=2C1=NC=C1C2N(C(=N1)C1=C(C=CC=C1)O)C1CN(CC1)S(=O)(=O)CCC 2-(6-(benzenesulfonyl)-1-(1-(propylsulfonyl)pyrrolidin-3-yl)-1,6-dihydroimidazo[4,5-d]pyrrolo[2,3-b]pyridin-2-yl)phenol